C1=CC(=C(C=C1O)S(=O)(=O)O)O The molecule is a dihydroxybenzenesulfonic acid that is hydroquinone in which one of the phenyl hydrogens is substituted by a sulfonic acid group. It has a role as a metabolite. It is a dihydroxybenzenesulfonic acid and a member of hydroquinones. It derives from a hydroquinone.